ON=C(C1=NC=C(C=C1)N(C=1C=NN(C1)C1=NC=C(C=C1)C(F)(F)F)CC1=CC=C(C=C1)OC)N N'-hydroxy-5-((4-methoxybenzyl)(1-(5-(trifluoromethyl)pyridin-2-yl)-1H-pyrazol-4-yl)amino)picolinimidamide